CC1=C(C(=CC=C1)C)C1=NC(=NC(=C1)OCC1NC(CCC1CC(C)C)C1=NC=C(C=N1)OC(C)C)NS(=O)(=O)C=1C=C(C(=O)O)C=CC1 3-[[4-(2,6-dimethylphenyl)-6-[[3-isobutyl-6-(5-isopropoxypyrimidin-2-yl)-2-piperidyl]methoxy]pyrimidin-2-yl]sulfamoyl]benzoic acid